(methylsulfonyl)-2-(2-(trifluoromethyl)pyrimidin-5-yl)benzaldehyde CS(=O)(=O)C=1C(=C(C=O)C=CC1)C=1C=NC(=NC1)C(F)(F)F